OC(C(COC(C(C)C)=O)(C)C)C(C)C (3-hydroxy-2,2,4-trimethyl-pentyl)-2-methylpropionate